C(#N)C1=C(C=C(C=C1)N1N=C(C=C1)C(=O)NC=1C=NC(=CC1)F)C(F)(F)F 1-(4-cyano-3-trifluoromethylphenyl)-N-(6-fluoropyridin-3-yl)-1H-pyrazole-3-carboxamide